C(C)(C)(C)OC(=O)N1CC(C1)CCN1C(=C(C2=CC=C(C(=C12)C=1C(=NN(C1C)C)C)Cl)CCCOC1=CC=CC2=CC(=CC=C12)F)C(=O)OC(C)(C)C tert-Butyl 1-(2-{1-[(tert-butoxy)carbonyl]azetidin-3-yl}ethyl)-6-chloro-3-{3-[(6-fluoronaphthalen-1-yl)oxy]propyl}-7-(1,3,5-trimethyl-1H-pyrazol-4-yl)-1H-indole-2-carboxylate